The molecule is an amino acid zwitterion that is the zwitterionic form of O-(3-O-beta-D-galactosyl-N-acetyl-alpha-D-galactosaminyl)-L-serine arising from transfer of a proton from the carboxy to the amino group; major species at pH 7.3. It is a tautomer of an O-(3-O-beta-D-galactosyl-N-acetyl-alpha-D-galactosaminyl)-L-serine. CC(=O)N[C@@H]1[C@H]([C@H]([C@H](O[C@@H]1OC[C@@H](C(=O)[O-])[NH3+])CO)O)O[C@H]2[C@@H]([C@H]([C@H]([C@H](O2)CO)O)O)O